7-chloro-3-(5-cyclopropyl-4-(5-(trifluoromethyl)pyridin-2-yl)isoxazol-3-yl)-1-isopropyl-1H-pyrazolo[4,3-c]pyridin-4-amine ClC=1C2=C(C(=NC1)N)C(=NN2C(C)C)C2=NOC(=C2C2=NC=C(C=C2)C(F)(F)F)C2CC2